(4-methylbenzyl)-2-(pyridin-2-yl)-4,5,6,7-tetrahydro-2H-pyrazolo[3,4-c]pyridin-3-ol CC1=CC=C(CC2C=3C(CNC2)=NN(C3O)C3=NC=CC=C3)C=C1